NC1=C(C=NC(=C1)Cl)NC(CC#N)=O N-(4-amino-6-chloropyridin-3-yl)-2-cyanoacetamide